(2,5-difluorophenyl)-2-(1H-1,2,4-triazole-1-yl)ethanone FC1=C(C=C(C=C1)F)C(CN1N=CN=C1)=O